FC1=CC(=C(C(=O)OC)C=C1)O methyl 4-fluoro-2-hydroxybenzoate